The molecule is a member of the class of fluorenes that is 9H-fluorene in which both of the hydrogens at position 9 have been replaced by p-hydroxyphenyl groups. It has a role as an anti-estrogen. It is a member of fluorenes and a polyphenol. C1=CC=C2C(=C1)C3=CC=CC=C3C2(C4=CC=C(C=C4)O)C5=CC=C(C=C5)O